C(CCCCCCCC)C1=C(OP2OCC3(CO2)COP(OC3)OC3=C(C=CC=C3)CCCCCCCCC)C=CC=C1 3,9-bis(nonylphenoxy)-2,4,8,10-tetraoxa-3,9-diphosphaspiro[5.5]undecane